CN1CCOCC1 (R)-methylmorpholine